tert-butyl 3-(dimethylamino)-3-methylpiperidine-1-carboxylate CN(C1(CN(CCC1)C(=O)OC(C)(C)C)C)C